Tert-butyl 4-({3-[8-amino-6-(4-fluorophenyl)-5-{3-methylimidazo[1,2-a]pyridin-6-yl}imidazo[1,2-a]pyrazine-2-amido]bicyclo[1.1.1]pentan-1-yl}methyl)piperazine-1-carboxylate NC=1C=2N(C(=C(N1)C1=CC=C(C=C1)F)C=1C=CC=3N(C1)C(=CN3)C)C=C(N2)C(=O)NC23CC(C2)(C3)CN3CCN(CC3)C(=O)OC(C)(C)C